(2S,3S,5R)-4-[[3-(2,4-Difluoro-3-methyl-phenyl)-5-methyl-5-(trifluoromethyl)tetrahydrofuran-2-carbonyl]amino]pyridin-2-carboxamid FC1=C(C=CC(=C1C)F)[C@H]1[C@H](O[C@](C1)(C(F)(F)F)C)C(=O)NC1=CC(=NC=C1)C(=O)N